ClC1=C(C=C(C=C1)C1=CC=C(C=C1)N1CCNCC1)CC1=CC=C(C=C1)O[C@H]1COCC1 (R)-1-{4'-chloro-3'-{4-[(tetrahydrofuran-3-yl)oxy]benzyl}-(1,1'-biphenyl)-4-yl}piperazine